p-(isocyanatomethyl)styrene N(=C=O)CC1=CC=C(C=C)C=C1